(R)-6-(4-((1-(Hydroxymethyl)cyclobutyl)amino)-5-oxido-6,7-dihydrothieno[3,2-d]pyrimidin-2-yl)-1-methyl-5,6,7,8-tetrahydrooxazolo[4,5-g]isoquinolin-2(1H)-one OCC1(CCC1)NC=1C2=C(N=C(N1)N1CC=3C=C4C(=CC3CC1)N(C(O4)=O)C)CC[S@]2=O